N-(1-(4-cyclopropyl-2-fluorophenyl)-3-(piperidin-4-yl)-1H-pyrazol-5-yl)pyrazolo[1,5-a]pyrimidine-3-carboxamide C1(CC1)C1=CC(=C(C=C1)N1N=C(C=C1NC(=O)C=1C=NN2C1N=CC=C2)C2CCNCC2)F